(2R,4S)-1-(6-((1S,2S)-2-(3-chlorophenyl)cyclopropane-1-carboxamido)pyrimidin-4-yl)-N-(4-cyclopropylphenyl)-4-hydroxy-N-methylpyrrolidine-2-carboxamide ClC=1C=C(C=CC1)[C@@H]1[C@H](C1)C(=O)NC1=CC(=NC=N1)N1[C@H](C[C@@H](C1)O)C(=O)N(C)C1=CC=C(C=C1)C1CC1